C(C1=CC=CC=C1)OC1=C(C=CC(=C1)Br)C=1C=2N(C(=NN1)N[C@H]1CN(CCC1)C)N=CC2 (R)-4-(2-(benzyloxy)-4-bromophenyl)-N-(1-methylpiperidin-3-yl)pyrazolo[1,5-d][1,2,4]triazin-7-amine